CC(COC(C#CCCCCCC(=O)OC)OCC(C)C)C methyl 9,9-bis(2-methylpropoxy)-7-nonynoate